ClC=1C=C(C=CC1F)C=1N=C(SC1CC1CC1)NS(=O)(=O)C1=C(C=C(C=N1)NC(C)=O)C N-(6-(N-(4-(3-chloro-4-fluorophenyl)-5-(cyclopropylmethyl)thiazol-2-yl)sulfamoyl)-5-methylpyridin-3-yl)acetamide